FC1=C(C=CC(=C1)C1(C(NC2=C(C=CC=C12)C(F)(F)F)=O)C1=CC=C(C=C1)OC(F)(F)F)B(O)O (2-fluoro-4-(2-oxo-3-(4-(trifluoromethoxy)phenyl)-7-(trifluoromethyl)indolin-3-yl)phenyl)boronic acid